ClC1=CC=C(C=C1)NC(=S)NC=1C=C2C=3C=CN=C(C3NC2=CC1)C 1-(4-Chlorophenyl)-3-(1-methyl-beta-carbolin-6-yl)thiourea